N1CCC(CC1)OC(=O)C1CN(C1)CCNC=1C=NC2=CC=C(C=C2C1)C=1N=CNC1C1=NC(=CC=C1)C.COC1=CC=C(C=C1)C1=CC(OC2=C1C=CC(=C2)C(C(=O)N)=O)=O 2-[4-(4-methoxyphenyl)-2-oxobenzopyran-7-yl]oxoacetamide piperidin-4-yl-1-(2-((6-(5-(6-methylpyridin-2-yl)-1H-imidazol-4-yl)quinolin-3-yl)amino)ethyl)azetidine-3-carboxylate